N-(2-methoxyethyl)-5-(2-methyl-1-(tetrahydro-2H-pyran-4-yl)-1H-imidazo[4,5-b]pyridin-6-yl)pyrrolo[2,1-f][1,2,4]triazin-2-amine COCCNC1=NN2C(C=N1)=C(C=C2)C=2C=C1C(=NC2)N=C(N1C1CCOCC1)C